3-fluoropyrazolo[1,5-a]pyridine-7-carbonitrile FC=1C=NN2C1C=CC=C2C#N